C1CC12NCCOC2 7-oxa-4-azaspiro[2.5]octan